C(CCC)C(C(=O)OC1CC(N(C(C1)(C)C)C)(C)C)(C(=O)OC1CC(N(C(C1)(C)C)C)(C)C)CC1=C(C(=CC(=C1)C(C)(C)C)C(C)(C)C)O bis(1,2,2,6,6-pentamethylpiperidin-4-yl) 2-n-butyl-2-(2-hydroxy-3,5-di-tert-butylbenzyl)malonate